O[C@@H](CNC)C=1C=C(C(=CC1)O)O 4-[(1R)-1-Hydroxy-2-(methylamino)ethyl]-1,2-benzenediol